sinapyl sinapate C(\C=C\C1=CC(OC)=C(O)C(OC)=C1)(=O)OC\C=C\C1=CC(OC)=C(O)C(OC)=C1